N[C@H](C(=O)O)CN=[N+]=[N-] (S)-2-amino-3-azido-propionic acid